COC(=O)C12CCC(CC1)(CC2)NC=2C=CC=1N(N2)C(=CN1)C1=NNC(=C1)CC.C(C)NCC(CC[Si](OC)(OC)OC)(C)C N-ethyl-4-amino-3,3-dimethylbutyltrimethoxysilane methyl-4-((3-(5-ethyl-1H-pyrazol-3-yl)imidazo[1,2-b]pyridazin-6-yl)amino)bicyclo[2.2.2]octane-1-carboxylate